9,10-di(n-butoxy)anthracene C(CCC)OC=1C2=CC=CC=C2C(=C2C=CC=CC12)OCCCC